S(=O)(=O)(O)O.NCCCCNC(=N)N 1-(4-Aminobutyl)guanidine sulfate